BrN1C2(N3C(=C(C=CC3=O)C)C1=O)CC1(CC2)CCC1 bromo-8''-methyl-2''H-dispiro[cyclobutane-1,1'-cyclopentane-3',3''-imidazo[1,5-a]pyridine]-1'',5''-dione